FC(C1CN(CC1)C1=CC=C(C=N1)C1CN(C1)C(=O)OC[C@H]1NC(OC1)=O)(F)F [(4S)-2-Oxooxazolidin-4-yl]methyl 3-[6-[3-(trifluoromethyl) pyrrolidin-1-yl]-3-pyridyl]azetidine-1-carboxylate